N-(2-oxopyrrolidin-1-yl)-1H-pyrazolo[4,3-c]quinoline-8-carboxamide O=C1N(CCC1)NC(=O)C1=CC=2C3=C(C=NC2C=C1)C=NN3